O1C(=NN=C1)C1CCN(CC1)C1=CC2=C(CC(O2)(C)C)C=C1NC(=O)C=1C=NN2C1N=CC=C2 N-(6-(4-(1,3,4-Oxadiazol-2-yl)piperidin-1-yl)-2,2-dimethyl-2,3-dihydrobenzofuran-5-yl)pyrazolo[1,5-a]pyrimidine-3-carboxamide